BrC=1C=C2C(=CN(C2=CC1)CCC(CCCP(O)([O-])=O)=O)/C(=C/C1=C(C=CC(=C1)C#N)OC)/C#N.[Na+] sodium hydrogen (Z)-6-(5-bromo-3-(1-cyano-2-(5-cyano-2-methoxyphenyl) vinyl)-1H-indol-1-yl)-4-oxohexylphosphonate